1-phenylmethylamino-3-methylenepent-4-ene C1(=CC=CC=C1)CNCCC(C=C)=C